5-bromo-2,3-dihydro-1H-inden-1-carboxylic acid BrC=1C=C2CCC(C2=CC1)C(=O)O